1-bromo-3-chloro-5-(propan-2-yl)benzene BrC1=CC(=CC(=C1)C(C)C)Cl